C(=O)(O)C=1C=CC(=NC1)C1=NC=CC=C1.C(=O)(O)C=1C=CC(=NC1)C1=NC=CC=C1.C(=O)(O)C=1C=CC(=NC1)C1=NC=CC=C1.[Co+2] cobalt(II) tris(5-carboxy-2,2'-bipyridine)